FC=1C=CC(=NC1)NC(CN1C=2N(C(C3=C1C(N(C3)C(C)C)=O)=O)N=C(C2)C=2C=C3C=CC=NC3=CC2)=O N-(5-fluoropyridin-2-yl)-2-(6-isopropyl-5,8-dioxo-2-(quinolin-6-yl)-5,6,7,8-tetrahydro-4H-pyrazolo[1,5-a]pyrrolo[3,4-d]pyrimidin-4-yl)acetamide